[F-].C(CCCCCCCCCCCC)[N+](C)(C)C tridecyl-trimethyl-ammonium fluoride